C(C)(C)C1C=C(C=C(C1)C)CCC1OCCO1 2-[2-(3-isopropyl-5-methyl-cyclohexa-1,5-dien-1-yl)ethyl]-1,3-dioxolane